ClC=1C=C(C=CC1)CC(=O)NCC 2-(3-chlorophenyl)-N-ethylacetamide